(2-(difluoromethyl)-3-((3-chlorophenyl)sulfonyl)phenyl)piperazine FC(C1=C(C=CC=C1S(=O)(=O)C1=CC(=CC=C1)Cl)N1CCNCC1)F